3-(5-chloropyrimidin-2-yl)-2,5-dihydro-1H-pyrrole-1-carboxylic acid tert-butyl ester C(C)(C)(C)OC(=O)N1CC(=CC1)C1=NC=C(C=N1)Cl